1,4,7,10-tetraazacyclododecane-1,4,7,10-tetraacetate N1(CCN(CCN(CCN(CC1)CC(=O)[O-])CC(=O)[O-])CC(=O)[O-])CC(=O)[O-]